COC=1C=C(CN2C(C3=CC=C(C=C3C=C2)C=2C(=NOC2)C)=O)C=CC1 2-(3-Methoxybenzyl)-6-(3-methylisoxazol-4-yl)isoquinolin-1(2H)-one